COC=1C=C(C=CC1)C(C#N)C=1C=NN(C1)C 2-(3-methoxyphenyl)-2-(1-methylpyrazol-4-yl)acetonitrile